6-(2-amino-6-fluoro-5-(4-methoxy-3-((4-methoxypiperidin-1-yl)methyl)phenyl)pyridin-3-yl)-7-fluoro-3,4-dihydroisoquinolin-1(2H)-one NC1=NC(=C(C=C1C=1C=C2CCNC(C2=CC1F)=O)C1=CC(=C(C=C1)OC)CN1CCC(CC1)OC)F